ClC1=C(C(=O)NNC(C2=CC(=C(C=C2)C)C#CC=2C=NC3=CC=CC=C3C2)=O)C(=CC=C1)C 4-METHYL-3-QUINOLIN-3-YLETHYNYL-BENZOIC ACID N'-(2-CHLORO-6-METHYL-BENZOYL)HYDRAZIDE